OC1=C(C(=CC(=C1C(=O)NC(C)C)CCCCC)O)C1=C(C=CC(=C1)C)C(=C)C 2,6-dihydroxy-N-isopropyl-5'-methyl-4-pentyl-2'-(prop-1-en-2-yl)-[1,1'-biphenyl]-3-carboxamide